2,3-dihydro-1H-pyrrolo[3,4-C]pyridine C1NCC=2C=NC=CC21